COC1=CC=C(C=N1)CC(=O)NC1=NNC(=C1)[C@@H]1C[C@@H](CC1)CCNC([O-])=O (1R,3S)-3-(3-{[(6-methoxypyridin-3-yl)acetyl]amino}-1H-pyrazol-5-yl)cyclopentylethylcarbamate